N-(2,4-difluoro-5-(3-(4-(trifluoro-methyl)phenyl)-1H-pyrazolo[3,4-b]pyridin-1-yl)phenyl)-2-fluoro-acrylamide FC1=C(C=C(C(=C1)F)N1N=C(C=2C1=NC=CC2)C2=CC=C(C=C2)C(F)(F)F)NC(C(=C)F)=O